2-(o-tolyl)propionic acid C1(=C(C=CC=C1)C(C(=O)O)C)C